NC(CNC(=O)C1=NC(=CN=C1)C=1NC2=C(C=CC=C2C1)OC)(C)C N-(2-amino-2-methylpropyl)-6-(7-methoxy-1H-indol-2-yl)pyrazine-2-carboxamide